N-[(1R)-1-(5-Chloropyridin-2-yl)-2-(prop-2-en-1-yloxy)ethyl]-2,2,2-trifluoroacetamide ClC=1C=CC(=NC1)[C@H](COCC=C)NC(C(F)(F)F)=O